CO[C@H](C)N1CC=CC2=NC=CC=C12 |o1:2| (1-rel-(R)-1-methoxyethyl)-1,5-naphthyridin